ClC=1C=C(C=CC1OCCC)CC(=O)O (3-chloro-4-propoxyphenyl)-acetic acid